C12CN(CC2C1)C1=CC(=C(C=C1)CN1C=NC(=C1)C(=O)O)C 1-[(4-{3-Azabicyclo[3.1.0]hexan-3-yl}-2-methylphenyl)methyl]-1H-imidazole-4-carboxylic acid